Tert-butyl (4-{[3-(2-cyanoethyl)-1-{[2-(trimethylsilyl)ethoxy]methyl}-1H-pyrrolo[2,3-b]pyridin-4-yl]oxy}-3,5-difluorophenyl)carbamate C(#N)CCC1=CN(C2=NC=CC(=C21)OC2=C(C=C(C=C2F)NC(OC(C)(C)C)=O)F)COCC[Si](C)(C)C